ClC=1N=C(N2C1C(=CC(=C2)S(=O)(=O)N(COCC[Si](C)(C)C)C2(COC2)C)Cl)C=2SC(=NN2)C(F)F 1,8-Dichloro-3-(5-(difluoromethyl)-1,3,4-thiadiazol-2-yl)-N-(3-methyloxetan-3-yl)-N-((2-(trimethylsilyl)ethoxy)methyl)imidazo[1,5-a]pyridine-6-sulfonamide